1-(4'-Hydroxy-3'-methoxy-4-methyl-[1,1'-biphenyl]-3-yl)thiourea OC1=C(C=C(C=C1)C1=CC(=C(C=C1)C)NC(=S)N)OC